(9E,11E)-9,11-Tetradecadien CCCCCCCC\C=C\C=C\CC